N-(2-(4-fluoropiperidin-1-yl)ethyl)-N-(4-hydroxybutyl)-3-methyl-5-(1-methyl-6-oxo-1,6-dihydropyridin-3-yl)benzo[b]thiophene-2-carboxamide FC1CCN(CC1)CCN(C(=O)C1=C(C2=C(S1)C=CC(=C2)C2=CN(C(C=C2)=O)C)C)CCCCO